OC=1C=C2CCN(CC2=CC1O)CC=1C(=CC(=C2C(C(=COC12)C1=CC=C(C=C1)OC)=O)O)O 8-[(6,7-dihydroxy-1,2,3,4-tetrahydroisoquinolin-2-yl)methyl]-5,7-dihydroxy-3-(4-methoxyphenyl)-4H-chromen-4-one